NC1=NC2=C(C=C(C=C2C=N1)C1=CC=CC=C1)C=1C=C(C=CC1)NC(C=C)=O N-(3-(2-amino-6-phenylquinazolin-8-yl)phenyl)acrylamide